((1R,2R)-2-(4-Bromo-6-methyl-1-(tetrahydro-2H-pyran-2-yl)-1H-indazol-5-yl)cyclopropyl)ethyl methanesulfonate CS(=O)(=O)OCC[C@@H]1[C@@H](C1)C=1C(=C2C=NN(C2=CC1C)C1OCCCC1)Br